3-(4-farnesyloxy-3-methoxyphenyl)-propionic acid C(C=C(C)CCC=C(C)CCC=C(C)C)OC1=C(C=C(C=C1)CCC(=O)O)OC